Cl.C(C=C)N1N=C(C(=C1)C1=CN=C(N1C)C(=O)NC1=CC(=C(C=C1)C(=O)N1CCN(CC1)C(=O)C1CCNCC1)Cl)C(F)(F)F 5-(1-allyl-3-(trifluoromethyl)-1H-pyrazol-4-yl)-N-(3-chloro-4-(4-(piperidine-4-carbonyl)piperazine-1-carbonyl)phenyl)-1-methyl-1H-imidazole-2-carboxamide hydrochloride